ethyl 6-((tert-butoxycarbonyl)amino)-2-fluoro-3-methoxybenzoate C(C)(C)(C)OC(=O)NC1=CC=C(C(=C1C(=O)OCC)F)OC